({4-[2-(2,2-dimethylazetidinyl)-2-oxoethyl]phenyl}amino)-N-[(4-methoxyphenyl)methyl]carboxamide CC1(N(CC1)C(CC1=CC=C(C=C1)NC(=O)NCC1=CC=C(C=C1)OC)=O)C